5-(2,6-dichloro-4-nitrophenoxy)-3-methylpyridin-2(1H)-one ClC1=C(OC=2C=C(C(NC2)=O)C)C(=CC(=C1)[N+](=O)[O-])Cl